(R)-3-(1-((7-(3-(diethylamino)-3-methylazetidin-1-yl)-4-methylpyrido[3,4-d]pyridazin-1-yl)amino)ethyl)-2-methylbenzonitrile C(C)N(C1(CN(C1)C1=CC=2C(=C(N=NC2N[C@H](C)C=2C(=C(C#N)C=CC2)C)C)C=N1)C)CC